ethyl (2-nitro-1-phenylethyl)-L-phenylalaninate [N+](=O)([O-])CC(C1=CC=CC=C1)N[C@@H](CC1=CC=CC=C1)C(=O)OCC